ClC=1C(=CC(=NC1)OC)C1=CC(=NN1)C(=O)N1C(CC(C(C1)C)C(=O)O)C [5-(5-chloro-2-methoxypyridin-4-yl)-1H-pyrazole-3-carbonyl]-2,5-dimethylpiperidine-4-carboxylic acid